NC1(CCC2=CC=CC=C12)C(=O)O 1-aminoindan-1-carboxylic acid